6-[2-oxo-8-[[1-(2-aminoethyl)-8-fluoro-6,7-dihydro-5H-cyclopenta[f]benzotriazol-6-yl]methyl]-1-oxa-3,8-diazaspiro[4.5]decan-3-yl]-4H-pyrazino[2,3-b][1,4]oxazin-3-one O=C1OC2(CN1C1=NC3=C(OCC(N3)=O)N=C1)CCN(CC2)CC2CC=1C(=CC3=C(N(N=N3)CCN)C1F)C2